7-amino-2-cyclopropyl-5-((2-(6-(2-hydroxypropan-2-yl)pyridin-2-yl)ethyl)amino)-3-methylpyrazolo[1,5-a]pyrimidine-6-carbonitrile NC1=C(C(=NC=2N1N=C(C2C)C2CC2)NCCC2=NC(=CC=C2)C(C)(C)O)C#N